C(C)(=O)C=1C=C(C=CC1)C1=C(C=C(C=C1)CN1CCC(CC1)CN1N=NC(=C1)C1=C(NC2=CC=C(C=C12)F)C(=O)OCC(C)C)Cl Isobutyl 3-(1-((1-((3'-acetyl-2-chloro-[1,1'-biphenyl]-4-yl)methyl)piperidin-4-yl)methyl)-1H-1,2,3-triazol-4-yl)-5-fluoro-1H-indol-2-carboxylat